4-bromo-N1-[(3S)-4-{[tert-butyl(dimethyl)silyl]oxy}-3-{[tert-butyl(diphenyl)silyl]oxy}butyl]-3-methylbenzene-1,2-diamine BrC=1C(=C(C(=CC1)NCC[C@@H](CO[Si](C)(C)C(C)(C)C)O[Si](C1=CC=CC=C1)(C1=CC=CC=C1)C(C)(C)C)N)C